methyl 1-[4-[benzenesulfonyl(methyl)amino]-2-fluoro-phenyl]-7-fluoro-2,3,4,9-tetrahydro-1H-pyrido[3,4-b]indole-3-carboxylate C1(=CC=CC=C1)S(=O)(=O)N(C1=CC(=C(C=C1)C1NC(CC2=C1NC1=CC(=CC=C21)F)C(=O)OC)F)C